N-(5-((4-amino-5-chloro-6-(1H-indol-1-yl)pyrimidin-2-yl)amino)-4-methoxy-2-(4-methylpiperazin-1-yl)phenyl)acrylamide NC1=NC(=NC(=C1Cl)N1C=CC2=CC=CC=C12)NC=1C(=CC(=C(C1)NC(C=C)=O)N1CCN(CC1)C)OC